1-[9-(4-chlorophenyl)-8-(3-chloro-2-pyridyl)-2-[2-hydroxyethyl(methyl)amino]purin-6-yl]-4-methyl-piperidine-4-carboxamide ClC1=CC=C(C=C1)N1C2=NC(=NC(=C2N=C1C1=NC=CC=C1Cl)N1CCC(CC1)(C(=O)N)C)N(C)CCO